2-[6-bromoimidazo[1,5-a]pyridin-1-yl]-1H-1,3-benzodiazole BrC=1C=CC=2N(C1)C=NC2C2=NC1=C(N2)C=CC=C1